13-(2-{[6-({2-[(α-D-Mannopyranosyl)oxy]ethyl}amino)-6-oxohexyl]amino}-2-oxoethyl)-3,11-dioxo-1-phenyl-2-oxa-4,10,13-triazapentadecan-15-oic acid [C@H]1([C@@H](O)[C@@H](O)[C@H](O)[C@H](O1)CO)OCCNC(CCCCCNC(CN(CC(NCCCCCNC(OCC1=CC=CC=C1)=O)=O)CC(=O)O)=O)=O